((2-(2,6-Dioxopiperidin-3-yl)-1-oxoisoindolin-5-yl)methyl)isoquinoline-3-carboxamide O=C1NC(CCC1N1C(C2=CC=C(C=C2C1)CC1=NC(=CC2=CC=CC=C12)C(=O)N)=O)=O